(R)-ethyl 2-((1-((tert-butyldimethylsilyl)oxy)propan-2-yl)amino)acetate [Si](C)(C)(C(C)(C)C)OC[C@@H](C)NCC(=O)OCC